N-(((9H-fluoren-9-yl)methoxy)carbonyl)N-(3-methoxy-4-(methylcarbamoyl)phenethyl)glycine C1=CC=CC=2C3=CC=CC=C3C(C12)COC(=O)N(CC(=O)O)CCC1=CC(=C(C=C1)C(NC)=O)OC